(5-ethyl-6-methoxypyridin-2-yl)methanol C(C)C=1C=CC(=NC1OC)CO